2-amino-4,6-difluoro-benzamide NC1=C(C(=O)N)C(=CC(=C1)F)F